N[C@@H]1CN(C[C@@H](C1(F)F)C)C1=C(C=C(C(=N1)NC=1C=C2C=C(C(N(C2=CC1)CC1COC1)=O)OCC(=O)NC)Cl)C#N 2-[[6-[[6-[(3R,5S)-3-amino-4,4-difluoro-5-methyl-1-piperidinyl]-3-chloro-5-cyano-2-pyridinyl]amino]-1-(oxetan-3-ylmethyl)-2-oxo-3-quinolinyl]oxy]-N-methyl-acetamide